hexahydro-5H-furo[2,3-c]pyrrole O1CCC2C1CNC2